C[C@@H]1COC2(CCOCC2)C2=CC=CC(=C12)CC(=O)OC methyl (S)-2-(4-methyl-2',3',5',6'-tetrahydrospiro[isochromane-1,4'-pyran]-5-yl)acetate